BrC=1C(=C(C(N(C1)C)=C=O)C(=O)NC1=C(C(=CC=C1)S)Cl)O 5-bromo-N-(2-chloro-3-mercaptophenyl)-4-hydroxy-1-methyl-2-carbonyl-1,2-dihydropyridine-3-carboxamide